ClC1=CC=C(CNC(=O)NC=2C=NN(C2)C2=CC=NC=C2)C=C1 1-(4-chlorobenzyl)-3-(1-(pyridin-4-yl)-1H-pyrazol-4-yl)urea